2-(chloromethyl)-3,5-Difluoropyridine ClCC1=NC=C(C=C1F)F